ClCCOC1=C(C#N)C=C(C=C1)C(C)(C)C1=CC=C(C=C1)O 2-(2-Chloroethoxy)-5-(2-(4-hydroxyphenyl)propan-2-yl)benzonitrile